8-(2-chloroethyl)-1,4-dioxa-8-azaspiro[4.5]decane ClCCN1CCC2(OCCO2)CC1